F[P-](F)(F)(F)(F)F.CN(C)C(=[N+]1N=[N+](C2=NC=CC=C21)[O-])N(C)C 1-[Bis(dimethylamino)methylidene]-1H-[1,2,3]triazolo[4,5-b]pyridin-1-ium 3-oxide hexafluorophosphate